C(C)(C)(C)C1=C(C(=NN1CC)CC)O 5-tert-butyl-1,3-diethyl-4-hydroxy-pyrazole